sulfonyl-L-leucine methyl ester COC([C@@H](N=S(=O)=O)CC(C)C)=O